5-bromo-1-(4-fluorophenyl)-2-keto-1,2-dihydropyridine-3-carboxylic acid BrC=1C=C(C(N(C1)C1=CC=C(C=C1)F)=O)C(=O)O